ClC1=C(C=C(C=N1)NC(C1=CC(=CC=C1)C(F)(F)F)=O)N1C(N(C2=NC(=NC=C2C1)S(=O)(=O)C)C)=O N-(6-chloro-5-(1-methyl-7-(methylsulfonyl)-2-oxo-1,2-dihydropyrimido[4,5-d]pyrimidin-3(4H)-yl)pyridin-3-yl)-3-(trifluoromethyl)benzamide